F[C@@H]1C[C@@H](N2N=C(C=C21)S)C2=CC=CC=C2 cis-4-fluoro-6-phenyl-5,6-dihydro-4H-pyrrolo[1,2-b]pyrazole-2-thiol